(S)-N-((S)-(4-chlorophenyl)(3-(trifluoromethyl)bicyclo[1.1.1]pentan-1-yl)methyl)-2-oxooxazolidine-5-carboxamide ClC1=CC=C(C=C1)[C@@H](NC(=O)[C@@H]1CNC(O1)=O)C12CC(C1)(C2)C(F)(F)F